C(C)(C)(C)C1=CC(=CC(=C1O)C(C)(C)C)C 2,6-ditertiary-butyl-para-cresol